S1CCC2C1=CC=CC2 3,4-dihydrobenzothiophene